C(CCC)OC(CCCCC)=O n-Hexanoic acid n-butyl ester